2-chloro-4-((4-methylpyridin-2-yl)oxy)benzaldehyde ClC1=C(C=O)C=CC(=C1)OC1=NC=CC(=C1)C